ClC1=C(C=NN1C)/C=C/N(O)O (E)-2-(5-chloro-1-methyl-pyrazol-4-yl)-N,N-dihydroxy-ethenamine